1,4-Dioxa-cyclohexane O1CCOCC1